C(C)(C=1OC=CC1)C=1OC=CC1 2,2'-(ethane-1,1-diyl)difuran